C(C1=CC=CC=C1)[Si](OC1=C(C=CC2=C(C=CC=C2O)O)C=CC(=C1)O)(C)C 2-(benzyldimethylsiloxy)-4-hydroxystyryl-1,3-benzenediol